3-[(2-hydroxy-1-methylethyl)methylamino]-1,2-propanediol OCC(C)N(CC(CO)O)C